C(C1=CC=CC=C1)OC1CC(C1)N1N=CC=C1OC(F)F 1-((1s,3s)-3-(benzyloxy)cyclobutyl)-5-(difluoromethoxy)-1H-pyrazole